3-(5-((6-aminohexyl)amino)-1-oxoisoindolin-2-yl)piperidine-2,6-dione NCCCCCCNC=1C=C2CN(C(C2=CC1)=O)C1C(NC(CC1)=O)=O